C(C)O[Si](OCC)(OCC)C=C[Si](OCC)(OCC)OCC bis(triethoxysilyl)-ethylene